9-iodo-3,7-dimethylnon-4,6,8-trienoic acid ethyl ester C(C)OC(CC(C=CC=C(C=CI)C)C)=O